C(C)C=1C=C(CN2CC3(CC2)CCN(CC3)C(=O)OC(C(F)(F)F)C(F)(F)F)C=CC1F 1,1,1,3,3,3-hexafluoropropan-2-yl 2-(3-ethyl-4-fluorobenzyl)-2,8-diazaspiro[4.5]decane-8-carboxylate